[(2R,3S)-7-(6-tert-butyl-5-methyl-pyrrolo[2,3-b]pyrazin-3-yl)-3-(cyclobutylmethyl)azepan-2-yl]methanol C(C)(C)(C)C1=CC=2C(=NC(=CN2)C2CCC[C@H]([C@@H](N2)CO)CC2CCC2)N1C